C(C)(=O)O[C@@H]1[C@@H]([C@H]([C@@H](SC2=C(C=CC(=C2)Cl)C#N)O[C@@H]1COC(C)=O)OC)N=[N+]=[N-] 5-chloro-2-cyanophenyl 4,6-di-O-acetyl-3-azido-3-deoxy-2-O-methyl-1-thio-alpha-D-galactopyranoside